C1(=CC=CC=C1)C#CC1=C(C=CC2=CC=CC=C12)OC=C 1-(phenylethynyl)-2-(vinyloxy)naphthalene